5-carboxymethylfurfural C(=O)(O)CC1=CC=C(C=O)O1